methyl 4-hydroxy-1-(2-isopropyl-6-fluorophenyl)-6-oxo-1,6-dihydropyridazine-3-carboxylate OC=1C(=NN(C(C1)=O)C1=C(C=CC=C1F)C(C)C)C(=O)OC